C1(CC1)NC(C([C@H](CCC(C)(F)F)NC(=O)C1N(CCC(C1)(F)F)C([C@H](C(C)(C)C)NC(OC)=O)=O)=O)=O Methyl ((S)-1-(R)-(2-(((S)-1-(cyclopropylamino)-6,6-difluoro-1,2-dioxoheptan-3-yl)carbamoyl)-4,4-difluoropiperidin-1-yl)-3,3-dimethyl-1-oxobutan-2-yl)carbamate